CCC#CCC 3-Hexyne